C(CC)(=O)OCC1=CC=CC=C1 benzyl propionate